2-nitroisophthaloyl-dimethanol tert-butyl-3-(5-(3-cyano-6-(2-hydroxy-2-methylpropoxy)-7-methylpyrazolo[1,5-a]pyridin-4-yl)pyridin-2-yl)-3,6-diazabicyclo[3.1.1]heptane-6-carboxylate C(C)(C)(C)C12CN(CC(N1C(=O)OCC(C=1C(=C(C(=O)CO)C=CC1)[N+](=O)[O-])=O)C2)C2=NC=C(C=C2)C=2C=1N(C(=C(C2)OCC(C)(C)O)C)N=CC1C#N